ClC=1C(=C2C(=NC1C)CN(C2)C(=O)[C@H]2CN(CC2)C2=NC=NC=C2)C (3-chloro-2,4-dimethyl-5,7-dihydropyrrolo[3,4-b]pyridin-6-yl)-[(3R)-1-pyrimidin-4-ylpyrrolidin-3-yl]methanone